6-(4-fluorobenzylamino)purine FC1=CC=C(CNC2=C3NC=NC3=NC=N2)C=C1